5-(2-(3,4-difluoropyrrolidin-1-yl)-2-oxoethyl)thieno[3,2-c]pyridin-4(5H)-one FC1CN(CC1F)C(CN1C(C2=C(C=C1)SC=C2)=O)=O